2-((4-((6-((4-cyano-2-fluorophenoxy)methyl)pyridin-2-yl)oxy)piperidin-1-yl)methyl)-1-((1-ethyl-1H-imidazol-5-yl)methyl)-4-fluoro-1H-benzo[d]imidazole-6-carboxylic acid C(#N)C1=CC(=C(OCC2=CC=CC(=N2)OC2CCN(CC2)CC2=NC3=C(N2CC2=CN=CN2CC)C=C(C=C3F)C(=O)O)C=C1)F